BrC=1C(=C(OC2CCC(CC2)O[Si](C2=CC=CC=C2)(C2=CC=CC=C2)C(C)(C)C)C=CC1)C(F)(F)F (((1r,4r)-4-(3-bromo-2-(trifluoromethyl)phenoxy)cyclohexyl)oxy)(tert-butyl)diphenylsilane